(1S,3S,5S)-2-(2-(3-acetyl-7-cyano-5-(2-methylpyrimidin-5-yl)-1H-indazol-1-yl)acetyl)-N-(6-bromo-3-methylpyridin-2-yl)-5-((dimethylamino)methyl)-2-azabicyclo[3.1.0]hexane-3-carboxamide C(C)(=O)C1=NN(C2=C(C=C(C=C12)C=1C=NC(=NC1)C)C#N)CC(=O)N1[C@H]2C[C@]2(C[C@H]1C(=O)NC1=NC(=CC=C1C)Br)CN(C)C